BrC1=CC=C(OC2=CC=C(C=C2)C(C)(C)C2=CC=C(OC3CC(C3)NC(OC(C)(C)C)=O)C=C2)C=C1 tert-butyl ((1r,3r)-3-(4-(2-(4-(4-bromophenoxy)phenyl)propan-2-yl)phenoxy) cyclobutyl)carbamate